3-amino-3-(2-((2-chloro-3-(3'-chloro-6-methoxy-5-((((5-oxopyrrolidin-2-yl)methyl)amino)methyl)-[2,4'-bipyridin]-2'-yl)phenyl)amino)-3-fluoropyridin-4-yl)propanoic acid NC(CC(=O)O)C1=C(C(=NC=C1)NC1=C(C(=CC=C1)C1=NC=CC(=C1Cl)C1=NC(=C(C=C1)CNCC1NC(CC1)=O)OC)Cl)F